C(C)(=O)OC1O[C@@H]([C@H]([C@@H](C1)OC(C)=O)O)CO (4R,5S,6R)-5-hydroxy-6-(hydroxymethyl)tetrahydro-2H-pyran-2,4-diyl diacetate